N-[(1R,3r,5S)-1,5-Diethyl-8-azabicyclo[3.2.1]octan-3-yl]-5-(8-fluoro-2-methylimidazo[1,2-a]pyridin-6-yl)-N-methyl[1,3]thiazolo[5,4-d]pyrimidin-2-amin C(C)[C@]12CC(C[C@](CC1)(N2)CC)N(C=2SC=1N=C(N=CC1N2)C=2C=C(C=1N(C2)C=C(N1)C)F)C